1-{5-[(1,2-Dimethylpiperidin-4-yl)(methyl)amino][1,3]thiazolo[5,4-d][1,3]thiazol-2-yl}-4-(1H-pyrazol-4-yl)pyridin-2(1H)-on CN1C(CC(CC1)N(C=1SC2=C(N1)SC(=N2)N2C(C=C(C=C2)C=2C=NNC2)=O)C)C